CC=1CC(CC(C1)(C)C)=O 3,5,5-trimethylcyclohex-3-en-1-one